C(C)OC1=CC(=NC=C1C#N)[C@H](C)N1C(C2=CC(=CC(=C2CC1)CN1CCOCC1)CN1C(=NC=C1)NC)=O (S)-4-ethoxy-6-(1-(7-((2-(methylamino)-1H-imidazol-1-yl)methyl)-5-(morpholinomethyl)-1-oxo-3,4-dihydroisoquinolin-2(1H)-yl)ethyl)nicotinonitrile